N1N=C(C=C1)N1N=C2CCN(CC=3C2=C1N=C(C3)N3[C@@H](COCC3)C)S(=O)(=O)C(F)(F)F (R)-4-(2-(1H-pyrazol-3-yl)-7-((trifluoromethyl)sulfonyl)-6,7,8,9-tetrahydro-2H-1,2,3,7-tetraazabenzo[cd]azulene-4-yl)-3-methylmorpholine